6'-[4-(hydroxymethyl)piperidin-1-yl]-1,3-dihydro-[3,3'-bipyridine]-2,6-dione OCC1CCN(CC1)C1=CC=C(C=N1)C1C(NC(C=C1)=O)=O